6-(2-methyl-4-(2-methyl-2H-indazol-4-yl)benzyl)-6,7-dihydro-5H-pyrrolo[3,4-b]pyridin-5-one-7,7-d2 CC1=C(CN2C(C3=NC=CC=C3C2=O)([2H])[2H])C=CC(=C1)C=1C2=CN(N=C2C=CC1)C